BrC=1C(=NN(C1)C)OCC 4-bromo-3-ethoxy-1-methyl-pyrazole